1-(2-((2-(2,6-dioxopiperidin-3-yl)-1,3-dioxoisoindolin-5-yl)amino)-2-oxoethyl)piperidine-4-carboxamide O=C1NC(CCC1N1C(C2=CC=C(C=C2C1=O)NC(CN1CCC(CC1)C(=O)N)=O)=O)=O